COC1=CC=C(C(=O)CC(C2=CC=C(C=C2)OC)=O)C=C1 Bis(4-methoxybenzoyl)methane